(R)-6-fluoro-5-formyl-3-((2-hydroxypropyl)amino)benzo[d]isoxazole-7-carbonitrile FC1=C(C2=C(C(=NO2)NC[C@@H](C)O)C=C1C=O)C#N